[Zn].ClC=1N=CC2=C(N1)C(=CN2C2CC2)C(CC#C)O 2-chloro-5-cyclopropyl-7-(1-hydroxy-3-butynyl)-5H-pyrrolo[3,2-d]pyrimidine Zinc